Hydroxypropyl-urethane acrylate C(C=C)(=O)O.OCCCNC(=O)OCC